FC=1C(=NC=C(C1)F)COC1=CC(N(C(=C1)C)C1=CC(=NC=C1C)C(=O)O)=O (P)-4-((3,5-difluoropyridin-2-yl)methoxy)-5',6-dimethyl-2-oxo-2H-[1,4'-bipyridine]-2'-carboxylic acid